N1C=C(C2=CC=CC=C12)CCNC1=NC(=NC2=C1OCCN2)C=2C(=NC(=CC2)C)O 3-(4-((2-(1H-indol-3-yl)ethyl)amino)-7,8-dihydro-6H-pyrimido[5,4-b][1,4]oxazin-2-yl)-6-methylpyridin-2-ol